8-cyclopentyl-2-((4-(4-methylpiperazin-1-yl)phenyl)amino)-5-((triisopropylsilyl)ethynyl)pyrido[2,3-d]pyrimidin-7(8H)-one C1(CCCC1)N1C(C=C(C2=C1N=C(N=C2)NC2=CC=C(C=C2)N2CCN(CC2)C)C#C[Si](C(C)C)(C(C)C)C(C)C)=O